C(=C)[NH+]1C=NCC1 vinyl-imidazolinium